BrC=1C=C2C(=CNC2=C(C1)OC)C=O 5-BROMO-7-METHOXYINDOLE-3-CARBOXALDEHYDE